FC(OC1=C(N)C=CC(=C1)N1CCC(CC1)N1CCCC1)F 2-(difluoromethoxy)-4-(4-(pyrrolidin-1-yl)piperidin-1-yl)aniline